6-(tert-Butoxycarbonylamino)pyridazine-4-carboxylic acid methyl ester COC(=O)C1=CN=NC(=C1)NC(=O)OC(C)(C)C